CC1=NC(=NC=2N([C@H](C(NC12)=O)C)C)NCC=1C=NN(C1)CC=1C=NC(=CC1)C (7S)-4,7,8-trimethyl-2-(((1-((6-methylpyridin-3-yl)methyl)-1H-pyrazol-4-yl)methyl)amino)-7,8-dihydropteridin-6(5H)-one